benzyl (8S,11S)-22-fluoro-13,18-dimethyl-12-oxo-7-oxa-5,10,13,18,19,26-hexazapentacyclo[15.6.1.12,6.18,11.020,24]hexacosa-1(23),2(26),3,5,17(24),19,21-heptaene-10-carboxylate FC1=CC2=NN(C=3CCCN(C([C@H]4N(C[C@@H](OC5=NC=CC(C(=C1)C23)=N5)C4)C(=O)OCC4=CC=CC=C4)=O)C)C